2(5H)Furanone O1C(C=CC1)=O